4-(5-bromo-1-methyl-benzoimidazol-2-yl)butanoic acid methyl ester COC(CCCC1=NC2=C(N1C)C=CC(=C2)Br)=O